fluoroboric acid triacrylate C(C=C)(=O)O.C(C=C)(=O)O.C(C=C)(=O)O.F[B-](F)(F)F.[H+]